tert-butyl 4-[8-({8-fluoro-2-methylimidazo[1,2-a]pyridin-6-yl}carbamoyl)-2-methoxyquinoxalin-5-yl]piperazine-1-carboxylate FC=1C=2N(C=C(C1)NC(=O)C=1C=CC(=C3N=CC(=NC13)OC)N1CCN(CC1)C(=O)OC(C)(C)C)C=C(N2)C